3,5-dibromo-1h-1,2,4-triazole BrC1=NNC(=N1)Br